NC1=C(C2=C(S1)C(C(CC2)(C2=CC=CC=C2)C#N)=O)C(=O)NO 2-Amino-6-cyano-N-hydroxy-7-oxo-6-phenyl-4,5,6,7-tetrahydrobenzo[b]thiophene-3-carboxamide